3-hydroxy-4-methoxy-3'-(trifluoromethyl)biphenyl-2,6-dicarbonitrile OC1=C(C(=C(C=C1OC)C#N)C1=CC(=CC=C1)C(F)(F)F)C#N